6-(3,5-dimethylisoxazol-4-yl)-1-(4-fluorobenzyl)-N-methyl-1H-imidazo[4,5-b]pyridin-2-amine CC1=NOC(=C1C=1C=C2C(=NC1)N=C(N2CC2=CC=C(C=C2)F)NC)C